1,1-bis[2-(4-hydroxyphenyl)-2-propyl]benzene OC1=CC=C(C=C1)C(C)(C)C1(CC=CC=C1)C(C)(C)C1=CC=C(C=C1)O